C12(CC3CC(CC(C1)C3)C2)C(C(=O)N)OC2=NC(NC(=C2)Cl)=O (ADAMANTAN-1-YL)-2-((6-CHLORO-2-OXO-1,2-DIHYDROPYRIMIDIN-4-YL)OXY)ACETAMIDE